Fmoc-homoserine C(=O)(OCC1C2=CC=CC=C2C2=CC=CC=C12)N[C@@H](CCO)C(=O)O